ClC1=C(C=CC(=C1OCC1=CC=C(C=C1)OC)OCC1=CC=C(C=C1)OC)C(C(=O)N1CC(CCC1)=O)=O 1-(2-chloro-3,4-bis((4-methoxybenzyl)oxy)phenyl)-2-(3-oxopiperidin-1-yl)ethane-1,2-dione